FC=1C=C(C=CC1)C1CC=NN1 5-(3-fluorophenyl)-4,5-dihydro-1H-pyrazole